2-((3,3-dibutyl-7-cyano-1,1-dioxido-5-phenyl-2,3,4,5-tetrahydro-1,5-benzothiazepin-8-yl)oxy)acetic acid C(CCC)C1(CS(C2=C(N(C1)C1=CC=CC=C1)C=C(C(=C2)OCC(=O)O)C#N)(=O)=O)CCCC